1,3,4-trithiazole-2,5-dithiol S1N(SSC1S)S